OC=1C(=NC=C(C1)OS(=O)(=O)C(F)(F)F)C(=O)OC methyl 3-hydroxy-5-[[(trifluoromethyl) sulfonyl] oxy]-2-pyridinecarboxylate